BrC1=CC=C(S1)[C@H]1N([C@@H](CC2=C1NC1=CC=CC=C21)C)CC(F)F (1S,3R)-1-(5-Bromothiophen-2-yl)-2-(2,2-difluoroethyl)-3-methyl-2,3,4,9-tetrahydro-1H-pyrido[3,4-b]indole